ClC=1C=NC=2N(C1)N=CC2C(=O)NC=2C=C1CN(C(C1=CC2N2CCN(CC2)CC(F)F)=O)C[C@H](C(C)(C)O)F (R)-6-chloro-N-(6-(4-(2,2-difluoroethyl)piperazin-1-yl)-2-(2-fluoro-3-hydroxy-3-methylbutyl)-1-oxoisoindolin-5-yl)pyrazolo[1,5-a]pyrimidine-3-carboxamide